C(C1=CC=CC=C1)OC(=O)NC1=CC=C(OC2=CC=NC3=C2OCCN3C(=O)OC(C)(C)C)C=C1 tert-butyl 8-(4-(((benzyloxy) carbonyl) amino) phenoxy)-2,3-dihydro-4H-pyrido[3,2-b][1,4]oxazine-4-carboxylate